FC(S(=O)(=O)O[C@H]1[C@@H]2[C@H](OC1)[C@@H](CO2)OS(=O)(=O)C(F)(F)F)(F)F [(3R,3aS,6R,6aS)-6-(Trifluoromethylsulfonyloxy)-2,3,3a,5,6,6a-hexahydrofuro[3,2-b]furan-3-yl] trifluoromethanesulfonate